CC1(OC[C@H]2N1C([C@H]1[C@@H]2C12CCCC2)=O)C (5a'S,6a'R,6b'S)-3',3'-Dimethyltetrahydro-3'H,5'H-spiro[cyclopentane-1,6'-cyclopropa[3,4]pyrrolo[1,2-c]oxazol]-5'-one